FC=1C=C(N(C(=O)C2COC2)C=2SC(=C(N2)C(=O)N[C@@H]2CCC23CCCC3)C)C=C(C1)F 2-[3,5-difluoro-N-(oxetane-3-carbonyl)anilino]-5-methyl-N-[(3R)-spiro[3.4]octan-3-yl]-thiazole-4-carboxamide